1,2,5,6-anthracenetetracarboxylic acid C=1(C(=CC=C2C=C3C(=C(C=CC3=CC12)C(=O)O)C(=O)O)C(=O)O)C(=O)O